OCCN1C(=O)N(C(=O)N(C1=O)CCO)CCO 1,3,5-tris(2-hydroxyethyl)cyanuric acid